FC1=CC2=C(O[C@H](C3=NC=CC=C3O2)CN)C=C1 |o1:6| (S*)-(7-fluoro-11H-benzo[2,3][1,4]dioxepino[6,5-b]pyridin-11-yl)methanamine